ClC=1C=C(C(=NC1)C=1NC=CN1)S 5-chloro-2-(1H-imidazol-2-yl)pyridine-3-thiol